C(C)N1C=CC(C2=CC(=C(N=C12)N1CCNCC1)F)=O 1-ethyl-6-fluoro-7-piperazin-1-yl-[1,8]Naphthyridin-4(1H)-one